1,1,1,3,3,3-Hexafluoropropan-2-yl 2-(2-(8-oxa-2-azaspiro[4.5]decan-2-yl)-4-(trifluoromethyl) benzyl)-3,3-dimethyl-2,8-diazaspiro[4.5]decane-8-carboxylate C1N(CCC12CCOCC2)C2=C(CN1CC3(CC1(C)C)CCN(CC3)C(=O)OC(C(F)(F)F)C(F)(F)F)C=CC(=C2)C(F)(F)F